3-((4-((4-Phenyl-2-(trifluoromethyl)thiazol-5-yl)oxy)pyridin-2-yl)amino)benzoic acid C1(=CC=CC=C1)C=1N=C(SC1OC1=CC(=NC=C1)NC=1C=C(C(=O)O)C=CC1)C(F)(F)F